3-(2-(trifluoromethyl)phenyl)cyclobutan-1-ol FC(C1=C(C=CC=C1)C1CC(C1)O)(F)F